C(C)(C)(C)OC(=O)N=C1N(C(CC(N1)(CC)CC)=O)[C@@H](CCOC)[C@@H]1[C@H](C1)C(=O)OCC (1S,2S)-ethyl 2-((S)-1-(2-((tert-butoxycarbonyl)imino)-4,4-diethyl-6-oxotetrahydropyrimidin-1(2H)-yl)-3-methoxypropyl)cyclopropanecarboxylate